((2S,4S)-4-(5-dihydroxyboryl-2-fluorobenzamido)-1-(5-dihydroxyboryl-2-fluorobenzoyl)pyrrolidine-2-carbonyl)glycine OB(C=1C=CC(=C(C(=O)N[C@H]2C[C@H](N(C2)C(C2=C(C=CC(=C2)B(O)O)F)=O)C(=O)NCC(=O)O)C1)F)O